3-ethylaziridine-2-carboxylic acid C(C)C1C(N1)C(=O)O